2-(9,9-diphenyl-9H-fluoren-4-yl)-3-(4,4,5,5-tetramethyl-1,3,2-dioxaborolan-2-yl)pyridine C1(=CC=CC=C1)C1(C2=CC=CC=C2C=2C(=CC=CC12)C1=NC=CC=C1B1OC(C(O1)(C)C)(C)C)C1=CC=CC=C1